methyl 5-chloro-4-ethyl-pyridine-2-carboxylate ClC=1C(=CC(=NC1)C(=O)OC)CC